NC=1C=CC(=C(C(=O)OC)C1)C#CCNC(=O)OC(C)(C)C methyl 5-amino-2-(3-((tert-butoxycarbonyl)amino)prop-1-yn-1-yl)benzoate